tert-butyl 6-(4-(2-(3-(3-amino-6-(2-hydroxyphenyl)pyridazin-4-yl)-3,8-diazabicyclo[3.2.1]octan-8-yl)pyrimidin-5-yl)cyclohexyl)-2,6-diazaspiro[3.3]heptane-2-carboxylate NC=1N=NC(=CC1N1CC2CCC(C1)N2C2=NC=C(C=N2)C2CCC(CC2)N2CC1(CN(C1)C(=O)OC(C)(C)C)C2)C2=C(C=CC=C2)O